4-(cyclohexylmethyl)-3-[(3-methoxyphenyl)methyl]-4,5-dihydro-1,2,4-oxadiazol-5-one C1(CCCCC1)CN1C(=NOC1=O)CC1=CC(=CC=C1)OC